(2-(hydroxymethyl)piperazin-1-yl)methanone OCC1N(CCNC1)C=O